NC1=NN=NN1C1=CC=CC2=CC=CC=C12 5-amino-1-(1-naphthyl)tetrazole